FC1=CC=C(C=C1)C#CC(=O)C1=C(C=O)C=CC=C1 (3-(4-fluorophenyl)propioloyl)benzaldehyde